OCCCCCCC[C@H]1CCC[C@@H]1CCCCCCCC hydroxyprostan